N1N=NN=C1C1=CC=C(C=C1)C=1C=C2C(=NC1)NN=C2C(=O)C=2C(=C(C(=CC2)F)NS(=O)(=O)CC2=CC=CC=C2)F N-(3-(5-(4-(1H-tetrazol-5-yl)phenyl)-1H-pyrazolo[3,4-b]pyridine-3-carbonyl)-2,6-difluorophenyl)-1-phenylmethanesulfonamide